[C@H]12CN(C[C@H](CC1)O2)C(CO)CO 2-((1R,5S)-8-oxa-3-azabicyclo[3.2.1]oct-3-yl)propane-1,3-diol